OC(C(=O)N1C[C@H]2CC[C@@H](C1)N2C2=NC(=NC1=CC(=CC=C21)C2=CC(=CC1=CC=CC=C21)O)OC[C@H]2N(CCC2)C)CO 2,3-dihydroxy-1-((1R,5S)-8-(7-(3-hydroxynaphthalen-1-yl)-2-(((S)-1-methylpyrrolidin-2-yl)methoxy)quinazolin-4-yl)-3,8-diazabicyclo[3.2.1]octan-3-yl)propan-1-one